C(C)C1=CC=CC2=C(C3=CC=CC=C3C(=C12)OC(=O)CCC(=O)O)OC(=O)CCC(=O)O 1-ethyl-9,10-bis(2-carboxyethyl)carbonyloxyanthracene